(+/-)-6-{[5-(4-methoxyphenyl)-3-azabicyclo[3.1.0]hexan-1-yl]methoxy}isoindolin-1-one COC1=CC=C(C=C1)C12CNCC2(C1)COC1=CC=C2CNC(C2=C1)=O